N-methyl-N-pentylpyrrolinium C[N+]1(C=CCC1)CCCCC